BrC=1C(=NC2=CC(=CC(=C2C1)C(C)NC1=C(C(=O)O)C=CC=C1)C)C#N 2-((1-(3-bromo-2-cyano-7-methylquinolin-5-yl)ethyl)amino)benzoic acid